FC=1C=C(C=CC1C(F)(F)F)C1=CC2(CN(C2)C(=O)C=2C=C3CN(C(C3=CC2)=O)C2C(NC(CC2)=O)=O)C1 3-(5-{6-[3-fluoro-4-(trifluoromethyl)phenyl]-2-azaspiro[3.3]hept-5-ene-2-carbonyl}-1-oxo-3H-isoindol-2-yl)piperidine-2,6-dione